C(C)(C)(C)C1C=2C=C(C(NC2C=2N(C1)C1=C(N2)C(=CC=C1)OC)=O)C(=O)O 5-(tert-butyl)-11-methoxy-2-oxo-1,2,5,6-tetrahydrobenzo[4,5]imidazo[1,2-h][1,7]naphthyridine-3-carboxylic acid